6-bromo-N-[5-(difluoromethoxy)-3-fluoro-6-methoxy-2-pyridinyl]pyrazolo[1,5-a]pyridine-3-sulfonamide BrC=1C=CC=2N(C1)N=CC2S(=O)(=O)NC2=NC(=C(C=C2F)OC(F)F)OC